CC1CN(CC=C1C1=C2C(=NC(=C1)NC(=O)C1CC1)NC=C2)C(=O)C=2C1=C(N=CC2)NC=C1 N-(4-(3-methyl-1-(1H-pyrrolo[2,3-b]pyridine-4-carbonyl)-1,2,3,6-tetrahydropyridin-4-yl)-1H-pyrrolo[2,3-b]pyridin-6-yl)cyclopropylcarboxamide